FC1=C(C(=CC=C1)C)N1CCC(CC1)N1C(N(C=2C([C@H]1C)=CN(N2)C)CC2=NC=CC=C2C(F)(F)F)=O (R)-5-[1-(2-fluoro-6-methyl-phenyl)-piperidin-4-yl]-2,4-dimethyl-7-(3-trifluoromethyl-pyridin-2-ylmethyl)-2,4,5,7-tetrahydro-pyrazolo[3,4-d]pyrimidin-6-one